methyl 4-[2-(4,4,5,5-tetramethyl-1,3,2-dioxaborolan-2-yl)phenoxy]butanoate CC1(OB(OC1(C)C)C1=C(OCCCC(=O)OC)C=CC=C1)C